(chloromethyl)ethane-1,2-diylbis(methylcarbamic acid) ClCC(CN(C(O)=O)C)N(C(O)=O)C